FC1=C(C(=O)N([C@H]2CNCCC2)C2=NC=CC3=C(C=CC(=C23)C)F)C=CC(=C1)C=1C=NN2C1N=CC=C2 (R)-2-fluoro-N-(5-fluoro-8-methylisoquinolin-1-yl)-N-(piperidin-3-yl)-4-(pyrazolo[1,5-a]pyrimidin-3-yl)benzamide